C(C)(=O)OC1=C(C=C(C=C1C)C1C(OC2=C1C=C(C=C2C(C)(C)C)C(C)(C)C)=O)C 3-(4-acetoxy-3,5-dimethylphenyl)-5,7-bisTert-butyl-benzofuran-2-one